C(C)(C)(C)OC(=O)N[C@H]1[C@@H](COC1)C(=O)OCC Ethyl (3S,4S)-4-((tert-butoxycarbonyl)amino)tetrahydrofuran-3-carboxylate